[BH4-].[Na+].FC(CO)(C(CO)(F)F)F 2,2,3,3-tetrafluorobutane-1,4-diol Sodium borohydride